C(C=CC=CCCCCCCCCCCC)=O (11E,13E)-hexadecadien-1-al